Gold Tetrachlorogold Cl[Au](Cl)(Cl)Cl.[Au]